(S)-Methyl 2-(N-((6'-(1H-tetrazol-5-yl)-[1,1':3',1''-terphenyl]-4-yl)methyl) pentanamido)-3-methylbutanoate N1N=NN=C1C1=CC=C(C=C1C1=CC=C(C=C1)CN(C(CCCC)=O)[C@H](C(=O)OC)C(C)C)C1=CC=CC=C1